N1CCCC(=CCC1)C1=CC=C(C=C1)C1=CC(=CC2=CC(=CC=C12)C1=CC=C(C=C1)C(F)(F)F)C(=O)O 4-(4-(1,2,3,4,7,8-Hexahydroazocin-5-yl)phenyl)-7-(4-(trifluoromethyl)phenyl)-2-naphthoic acid